CC1(C2=C(C(NC1)=O)C(=C(N2)C2=CC(=NC=C2)NC([C@H](CC(F)F)C2=CC=C(C=C2)F)=O)C2=CC=CC=C2)C (2R)-N-[4-(7,7-dimethyl-4-oxo-3-phenyl-4,5,6,7-tetrahydro-1H-pyrrolo[3,2-c]pyridin-2-yl)pyridin-2-yl]-4,4-difluoro-2-(4-fluorophenyl)butanamide